CC(CC(=O)OC[C@H]1O[C@H]([C@]([C@@H]1O)(C)F)N1C2=NC(=NC(=C2N=C1)NC)NC(CC)=O)C ((2R,3R,4R,5R)-4-fluoro-3-hydroxy-4-methyl-5-(6-(methylamino)-2-propionamido-9H-purin-9-yl)tetrahydrofuran-2-yl)methyl 3-methylbutanoate